FC1=C(C(=CC=C1NS(=O)(=O)N1C[C@@H](CC1)F)F)C1=CC2=C(N=C(N=C2)NCCCN(C(C)=O)C)N(C1=O)C N-[3-[[6-[2,6-difluoro-3-[[(3R)-3-fluoropyrrolidin-1-yl]sulfonylamino]phenyl]-8-methyl-7-oxopyrido[2,3-d]pyrimidin-2-yl]amino]propyl]-N-methylacetamide